COC1=CC=C2CCC=3C(=NOC3C2=C1)C(=O)N 8-methoxy-4,5-dihydronaphtho[2,1-d]isoxazole-3-carboxamide